(E)-4-[(2,6-difluorophenyl)diazenyl]Aniline FC1=C(C(=CC=C1)F)/N=N/C1=CC=C(N)C=C1